(S)-2-((2-((S)-4-(difluoromethyl)-2-oxooxazolidin-3-yl)-10-fluoro-5,6-dihydrobenzo[f]imidazo[1,2-d][1,4]oxazepin-9-yl)amino)propanamide FC([C@H]1N(C(OC1)=O)C=1N=C2N(CCOC3=C2C=C(C(=C3)N[C@H](C(=O)N)C)F)C1)F